ClC=1C(=NC(=NC1)N[C@H]1[C@@H](COCC1)O)C1=CC(=C2OCCN3[C@H](COC1=C32)C)F (3S,4R)-4-((5-chloro-4-((S)-7-fluoro-3-methyl-2,3,4,5-tetrahydro-1,6-dioxa-3a-azaphenalen-9-yl)pyrimidin-2-yl)amino)tetrahydro-2H-pyran-3-ol